8-[(3R)-4-[(4-chlorophenyl)(2,2-difluoro-2H-1,3-benzodioxol-5-yl)methyl]-3-methylpiperazin-1-yl]-5-methyl-6-oxo-5,6-dihydro-1,5-naphthyridine-2,7-dicarbonitrile ClC1=CC=C(C=C1)C(N1[C@@H](CN(CC1)C1=C(C(N(C=2C=CC(=NC12)C#N)C)=O)C#N)C)C1=CC2=C(OC(O2)(F)F)C=C1